Methyl 2-methyl-2-(4-(1-((4aR,8aS)-3-Oxooctahydro-2H-pyrido[4,3-b][1,4]oxazine-6-carbonyl)azetidin-3-yl)phenyl)propanoate CC(C(=O)OC)(C)C1=CC=C(C=C1)C1CN(C1)C(=O)N1C[C@@H]2[C@@H](OCC(N2)=O)CC1